7-chloroindole-3-carboxylic acid ClC=1C=CC=C2C(=CNC12)C(=O)O